1-[(4-bromophenoxy)methyl]cyclopropan-1-ol BrC1=CC=C(OCC2(CC2)O)C=C1